C(CCC)=C(CCCCCCCCCCC)[N-]CCCCCCCCCCCC butylidenedidodecyl-amide